C(C)N(C(=O)N[C@H](C(F)(F)F)CCC(F)(F)F)[C@H](C)C1=NC=C(C(=C1)C=1N=C(C=2N(C1)C=CN2)OC)OC 1-ethyl-3-((S)-1,1,1,5,5,5-hexafluoropentan-2-yl)-1-((R)-1-(5-methoxy-4-(8-methoxyimidazo[1,2-a]pyrazin-6-yl)pyridin-2-yl)ethyl)urea